ClC=1C(=NC=CC1)C(=O)NC1=CC(=NC=C1C(F)(F)F)N1C[C@@H](O[C@@H](C1)C)C chloro-N-(2-((2S,6R)-2,6-dimethylmorpholino)-5-(trifluoromethyl)pyridin-4-yl)picolinamide